tert-butyl N-[2-(2-{[5-(4-aminophenyl)penta-2,4-diyn-1-yl] [(9H-fluoren-9-ylmethoxy)carbonyl]amino}ethoxy)ethyl]carbamate NC1=CC=C(C=C1)C#CC#CCN(CCOCCNC(OC(C)(C)C)=O)C(=O)OCC1C2=CC=CC=C2C=2C=CC=CC12